N-(4-{1-[(2-fluorophenyl)carbonyl]piperidin-4-yl}butyl)thieno[2,3-c]pyridine-2-carboxamide FC1=C(C=CC=C1)C(=O)N1CCC(CC1)CCCCNC(=O)C1=CC=2C(=CN=CC2)S1